[K].[K].[K].[P] phosphorus Tripotassium